BrC1=NC=CC(=C1)C(F)F 2-bromo-4-(difluoromethyl)pyridine